FC1=CC=C(C=C1)C=1N=C(C2=C(N1)N(C(=C2)C=2COC1(CC2)CCNCC1)C)N (4-fluorophenyl)-7-methyl-6-(1-oxa-9-azaspiro[5.5]undec-3-en-3-yl)-7H-pyrrolo[2,3-d]pyrimidin-4-amine